N=1C=NN2C1C=C(C=C2)OC2=C(C=C(C=C2)NC=2C1=C(N=CN2)SC2=C1CN(C2)C(\C=C\CN(C)C)=O)C (E)-1-(4-((4-([1,2,4]Triazolo[1,5-a]pyridin-7-yloxy)-3-methylphenyl)amino)-5H-pyrrolo[3',4':4,5]thieno[2,3-d]pyrimidin-6(7H)-yl)-4-(dimethylamino)but-2-en-1-one